N-(4,4-Dimethyl-pentyl)-2-(2-methoxy-ethoxy)-4-methyl-6-morpholin-4-yl-pyridine-3-carboxylic acid amide CC(CCCNC(=O)C=1C(=NC(=CC1C)N1CCOCC1)OCCOC)(C)C